10-((((E)-9-((stearoyloxy)methyl)octadec-10-enoyl)oxy)methyl)octadec-10-enoic acid (2'-ethylhexyl)ester C(C)C(COC(CCCCCCCCC(=CCCCCCCC)COC(CCCCCCCC(\C=C\CCCCCCC)COC(CCCCCCCCCCCCCCCCC)=O)=O)=O)CCCC